3-(benzyloxy)-2,2-dimethylpropan-1-ol C(C1=CC=CC=C1)OCC(CO)(C)C